Cl.F/C=C(\CN)/COC=1C=C2C=CC=NC2=CC1 (E)-3-fluoro-2-(6-quinolinyloxymethyl)prop-2-en-1-amine hydrochloride